2-(N-(3-acetylphenyl)methyl-sulfonamido)-N-(2-(phenylthio)phenyl)acetamide C(C)(=O)C=1C=C(C=CC1)N(S(=O)(=O)C)CC(=O)NC1=C(C=CC=C1)SC1=CC=CC=C1